6-bromo-5-fluoro-2,3-dihydrobenzofuran-7-amine BrC1=C(C2=C(CCO2)C=C1F)N